Cl.FC(C1=NC=C(C=N1)[C@@H](C)N)(F)F (R)-1-(2-(trifluoromethyl)pyrimidin-5-yl)ethan-1-amine hydrochloride